BrC=1C=NNC1C=1C=NC=NC1 5-(4-bromo-1H-pyrazol-5-yl)pyrimidine